C1(CC1)C[C@H](N1CCN(CC1)C(C=C)=O)C1=CC=C(C=C1)[C@H](C)NC1C2=C(N(C(O1)=O)CC)N=CN=C2 [(1S)-1-[4-[(1S)-2-cyclopropyl-1-(4-prop-2-enoylpiperazin-1-yl)ethyl]phenyl]ethylamino]-1-ethyl-4H-pyrimido[4,5-d][1,3]oxazin-2-one